1-(3-((7-methoxy-4-((2-methoxy-5-(2-methylfuran-3-yl)phenyl)amino)quinazolin-6-yl)oxy)azetidine-1-yl)prop-2-en-1-one COC1=C(C=C2C(=NC=NC2=C1)NC1=C(C=CC(=C1)C1=C(OC=C1)C)OC)OC1CN(C1)C(C=C)=O